FC=1C=C(C=C(C1OC1=CC=NC2=CC(=CC=C12)OCCO)F)C1=NC=CC(=C1C(=O)N)OC (3,5-difluoro-4-((7-(2-hydroxyethoxy)quinolin-4-yl)oxy)phenyl)-4-methoxypyridine-3-carboxamide